8-[(2s,5r)-4-[(3-cyclopropyl-1,2,4-oxadiazol-5-yl)[4-(trifluoromethoxy)phenyl]methyl]-2,5-dimethylpiperazin-1-yl]-5-methyl-6-oxo-5,6-dihydro-1,5-naphthyridine-2-carbonitrile C1(CC1)C1=NOC(=N1)C(N1C[C@@H](N(C[C@H]1C)C1=CC(N(C=2C=CC(=NC12)C#N)C)=O)C)C1=CC=C(C=C1)OC(F)(F)F